C(C)(C)(C)OC(=O)NCC1CN(CC1)C1=NC(=NC=C1C(=O)OCC)SC ethyl 4-[3-[(tert-butoxycarbonylamino)methyl]pyrrolidin-1-yl]-2-methylsulfanyl-pyrimidine-5-carboxylate